N-[[6-(1-adamantylmethyl)-6-azaspiro[2.5]octan-2-yl]methyl]-6-(2-chloro-5-fluoro-phenyl)pyridazin-3-amine C12(CC3CC(CC(C1)C3)C2)CN2CCC3(C(C3)CNC=3N=NC(=CC3)C3=C(C=CC(=C3)F)Cl)CC2